C(C)S(=O)(=O)C=1C(=NC=C(C1)C1=NC=CC=N1)C=1OC2=C(N1)C=C(C=C2)S(C(F)(F)F)(=O)=N [2-(3-ethylsulfonyl-5-pyrimidin-2-yl-2-pyridinyl)-1,3-benzooxazol-5-yl]-imino-oxo-(trifluoromethyl)-lambda6-Sulfane